BrC1=NC(=CC(=N1)NC1=CC(=C(C=C1)OC1=CC2=C(N(C=N2)C)C=C1)C)C(F)F bromo-6-difluoromethyl-N-(3-methyl-4-((1-methyl-1H-benzimidazol-5-yl)oxy)phenyl)pyrimidin-4-amine